N-(4-chloro-3-(cis-2-cyanocyclobutyl)-5-fluorophenyl)-3-methyl-6-azabicyclo[3.1.1]heptane-6-carboxamide ClC1=C(C=C(C=C1F)NC(=O)N1C2CC(CC1C2)C)[C@H]2[C@H](CC2)C#N